7H-pyrrolo[2,3-d]-pyrimidine-5-carboxamide N1=CN=CC2=C1NC=C2C(=O)N